9-(4-(5-methoxy-2-(1-methyl-1H-pyrazol-4-yl)-4-nitrophenyl)piperazin-1-yl)-3-Azaspiro[5.5]undecane-3-carboxylate COC=1C(=CC(=C(C1)N1CCN(CC1)C1CCC2(CCN(CC2)C(=O)[O-])CC1)C=1C=NN(C1)C)[N+](=O)[O-]